4-ethyl-3-(4-methanesulfonylphenyl)-1-methyl-6-{4-[4-(propan-2-yl)piperazin-1-yl]phenyl}-1,2-dihydro-quinolin-2-one C(C)C1=C(C(N(C2=CC=C(C=C12)C1=CC=C(C=C1)N1CCN(CC1)C(C)C)C)=O)C1=CC=C(C=C1)S(=O)(=O)C